Cl.O=C1NC(CCC1NC=1C=C(C(=NC1)C1CCN(CC1)CC(=O)O)F)=O 2-[4-[5-[(2,6-dioxo-3-piperidinyl)amino]-3-fluoro-2-pyridinyl]-1-piperidinyl]acetic acid hydrochloride